tert-butyl N-[(3R)-5-[(4-chlorophenyl)methyl]-8-fluoro-4-oxo-7-[5-(1,2,2,2-tetrafluoro-1-methoxy-ethyl)-1,2,4-oxadiazol-3-yl]-2,3-dihydro-1,5-benzothiazepin-3-yl]carbamate ClC1=CC=C(C=C1)CN1C([C@H](CSC2=C1C=C(C(=C2)F)C2=NOC(=N2)C(C(F)(F)F)(OC)F)NC(OC(C)(C)C)=O)=O